FC([C@@H](C1=CC=C(C=C1)F)N1N=CC(=C1)C1=NC=C(C(=N1)C1=C(C=2N(C=C1)N=C(N2)N2C(=CC=C2C)C)C)F)(C)F (R)-7-(2-(1-(2,2-difluoro-1-(4-fluorophenyl)propyl)-1H-pyrazol-4-yl)-5-fluoropyrimidin-4-yl)-2-(2,5-dimethyl-1H-pyrrol-1-yl)-8-methyl-[1,2,4]triazolo[1,5-a]pyridine